tert-butyl N-[1-(benzenesulfonyl)-4-methylsulfonyl-indol-7-yl]carbamate C1(=CC=CC=C1)S(=O)(=O)N1C=CC2=C(C=CC(=C12)NC(OC(C)(C)C)=O)S(=O)(=O)C